C(C)(C)N1N=CC=2C1=NC(=NC2NC=2N=CN(C2)C2=CC(=C(C(=C2)OC)OC)OC)C(CC(CO)O)C 4-(1-isopropyl-4-((1-(3,4,5-trimethoxyphenyl)-1H-imidazol-4-yl)amino)-1H-pyrazolo[3,4-d]pyrimidin-6-yl)pentane-1,2-diol